bis(2-ethylhexyl)silane tert-butyl-(2s)-2-(benzyloxycarbonylaminomethyl)pyrrolidine-1-carboxylate C(C)(C)(C)OC(=O)N1[C@@H](CCC1)CNC(=O)OCC1=CC=CC=C1.C(C)C(C[SiH2]CC(CCCC)CC)CCCC